(3-(4,4,5,5-tetramethyl-1,3,2-dioxaborolan-2-yl)phenyl)-1,2,3,4-tetrahydropyrimidine-5-carboxamide CC1(OB(OC1(C)C)C=1C=C(C=CC1)N1CNCC(=C1)C(=O)N)C